5-(2,3-difluorobenzyl)-N-(4-methyl-5-oxo-4,5,6,7,8,9-hexahydropyrazolo[1,5-a][1,3]diazocine-6-yl)-4H-1,2,4-triazole-3-carboxamide FC1=C(CC=2NC(=NN2)C(=O)NC2C(N(C=3N(CCC2)N=CC3)C)=O)C=CC=C1F